ClC1=CC=C(CCNC2=NC=C(C=N2)C=C)C=C1 N-(4-chlorophenethyl)-5-vinylpyrimidin-2-amine